(2R,3R,4R,5S)-2-(hydroxymethyl)-5-((4-(trifluoromethyl)pyridin-2-yl)amino)tetrahydro-2H-pyran-3,4-diol OC[C@H]1OC[C@@H]([C@H]([C@H]1O)O)NC1=NC=CC(=C1)C(F)(F)F